FCCCN1C[C@H](CC1)OC1=CC=C(C=C1)C1=C(CCSC2=C1C=CC(=C2)O)C2=CC(=CC=C2)O 5-[4-[(3S)-1-(3-fluoropropyl)pyrrolidin-3-yl]oxyphenyl]-4-(3-hydroxyphenyl)-2,3-dihydro-1-benzothiepin-8-ol